C(=C)C1=CC=C(CN2N=C(N=N2)NC=2N=NNN2)C=C1 2-(4-vinylbenzyl)-5,5'-iminobis(2H-tetrazole)